C1=CC(=CC=2OC3=C(C21)C=CC=C3)N(C3=CC=C(C=C3)C3=CC2=C(N=C(O2)C2=CC=CC=C2)C=C3)C3=CC=C(C=C3)C3=CC2=C(N=C(O2)C2=CC=CC=C2)C=C3 N-(dibenzofuran-3-yl)-N,N-bis{4-(2-phenyl-benzoxazol-6-yl)-phenyl}-amine